(R)-2-(2-bromo-4-isopropyl-7-oxopyrazolo[1,5-d][1,2,4]triazin-6(7H)-yl)-N-(1-ethylpiperidin-3-yl)acetamide BrC1=NN2C(N(N=C(C2=C1)C(C)C)CC(=O)N[C@H]1CN(CCC1)CC)=O